COC=1N=CC=C2C=CC(=NC12)N 8-methoxy-1,7-naphthyridin-2-amine